2,7-octadiene-1-ylsuccinic acid C(C=CCCCC=C)C(C(=O)O)CC(=O)O